ClC=1N=C(C=2C(N1)=CN(N2)C)NC2(CC2)C2=CC=C(C=C2)C=2N(C=C(N2)C(F)(F)F)C(C)C 5-chloro-N-(1-(4-(1-isopropyl-4-(trifluoromethyl)-1H-imidazol-2-yl)phenyl)cyclopropyl)-2-methyl-2H-pyrazolo[4,3-d]pyrimidin-7-amine